glutaramide nonanoate C(CCCCCCCC)(=O)O.C(CCCC(=O)N)(=O)N